BrC=1C=C(C=CC1)S(=O)(=O)NC1=CC(=C(C=C1)C)C1=CC2=C(N=C(N=C2)NN2CN=C(C=C2)C)C(N1C)=O 3-bromo-N-(4-methyl-3-(7-methyl-2-((6-methylpyrimidin-3-yl)amino)-8-oxo-7,8-dihydropyrido[3,4-d]pyrimidin-6-yl)phenyl)benzenesulfonamide